2-[(3,5,6-trichloro-2-pyridinyl)oxy]acetic acid, butoxyethyl ester ClC=1C(=NC(=C(C1)Cl)Cl)OCC(=O)OCCOCCCC